3-(2-cyanophenoxy)propanoic acid C(#N)C1=C(OCCC(=O)O)C=CC=C1